Methyl 3α-acetoxy-7β-methoxymethoxyl-5β-cholanoate C(C)(=O)O[C@H]1C[C@H]2C[C@@H]([C@H]3[C@@H]4CC[C@H]([C@@H](CCC(=O)OC)C)[C@]4(CC[C@@H]3[C@]2(CC1)C)C)OCOC